ClC=1N=C(C2=C(N1)C=NC(=C2)Cl)N[C@H](C)C=2C(=C(C#N)C=CC2)C (R)-3-(1-((2,6-dichloropyrido[3,4-d]pyrimidin-4-yl)amino)ethyl)-2-methylbenzonitrile